4-chloro-3-(cyclopent-1-en-1-yl)aniline ClC1=C(C=C(N)C=C1)C1=CCCC1